NC=1C(=C(C=C2C=C(N=CC12)NC(O[C@@H]1[C@@H](CN(CC1)C(C)=O)F)=O)C1=C(C2=C(OCCN2)N=C1)C)F (3R,4S)-1-Acetyl-3-fluoropiperidin-4-yl (8-amino-7-fluoro-6-(8-methyl-2,3-dihydro-1H-pyrido[2,3-b][1,4]oxazin-7-yl)isoquinolin-3-yl)carbamate